4-(pyrazin-2-yloxy)aniline tert-butyl-(S)-(4,4-difluorocyclohexyl)(4-hydroxypentyl)carbamate C(C)(C)(C)OC(N(CCC[C@H](C)O)C1CCC(CC1)(F)F)=O.N1=C(C=NC=C1)OC1=CC=C(N)C=C1